ClC1=C(C=NC(=C1)OC)[C@@H](CCC=C)NC1=CC=C(C=C1)OC (R)-N-(1-(4-chloro-6-methoxypyridin-3-yl)pent-4-en-1-yl)-4-methoxyphenylamine